N-((S)-1-((difluoromethyl)sulfonyl)-5,5-dimethylpiperidin-3-yl)-2-(2-(6-((cis)-2,6-dimethylmorpholino)pyridin-2-yl)-1,6-naphthyridin-7-yl)acetamide FC(S(=O)(=O)N1C[C@H](CC(C1)(C)C)NC(CC1=NC=C2C=CC(=NC2=C1)C1=NC(=CC=C1)N1C[C@@H](O[C@@H](C1)C)C)=O)F